ethyl benzoate C(C1=CC=CC=C1)(=O)OCC